BrC1=CC=CC(=N1)NC(=O)[C@H]1N(C[C@@H](C1)F)C(CN1N=C(C(=C1)C=1C=NN(C1)C1=NC=C(C=N1)F)C(=O)N)=O 1-(2-((2S,4R)-2-((6-bromopyridin-2-yl)carbamoyl)-4-fluoropyrrolidin-1-yl)-2-oxoethyl)-1'-(5-fluoropyrimidin-2-yl)-1H,1'H-[4,4'-bipyrazole]-3-carboxamide